FC(OC1=CC(=NN1)NC1=NC(=CN=C1)O[C@H]1[C@@H]([C@@H]2CC[C@H](C1)N2)F)F N-(5-(difluoromethoxy)-1H-pyrazol-3-yl)-6-(((1S,2R,3R,5R)-2-fluoro-8-azabicyclo[3.2.1]octan-3-yl)oxy)pyrazin-2-amine